BrC=1N=C(N(N1)C1=NC=CC=N1)C(C)NC(C1=CC(=CC(=C1)S(=O)(=O)C)Cl)=O N-[1-(5-bromo-2-pyrimidin-2-yl-1,2,4-triazol-3-yl)ethyl]-3-chloro-5-methylsulfonyl-benzamide